7-(chloromethyl)furo[3,2-c]quinolin-4(5H)-one ClCC=1C=CC=2C3=C(C(NC2C1)=O)C=CO3